FC(OC1=CC(=C(C(=C1)C)C1=CC2=C(N=N1)N(C=C2C#N)[C@H]2CN(CCC2)C(C)C)O)F 3-[4-(Difluoromethoxy)-2-hydroxy-6-methylphenyl]-7-[(3R)-1-(propan-2-yl)piperidin-3-yl]-7H-pyrrolo[2,3-c]pyridazine-5-carbonitrile